N1(N=CN=C1)CCCN(CCC[Si](OCC)(OCC)OCC)CCC[Si](OC)(OC)OC N-(3-(1H-1,2,4-triazol-1-yl)propyl)-3-(triethoxysilyl)-N-(3-(trimethoxysilyl)propyl)propan-1-amine